N-(2-(2-(3-chloro-4-((3,5-difluoropyridin-2-yl)methoxy-d2)-5',6-dimethyl-2-carbonyl-2H-[1,4'-bipyridine]-2'-yl)thiazol-4-yl)propan-2-yl)acetamide ClC=1C(N(C(=CC1OC([2H])([2H])C1=NC=C(C=C1F)F)C)C1=CC(=NC=C1C)C=1SC=C(N1)C(C)(C)NC(C)=O)=C=O